NC1=C(C=C(C=N1)C=1C=C2N(N1)CC[C@]21CN(CC1)C(=O)N[C@@H](C)C1=C(C=NC=C1)Cl)C(F)(F)F |&1:14| (rac)-2'-[6-amino-5-(trifluoromethyl)pyridin-3-yl]-N-[(1S)-1-(3-chloropyridin-4-yl)ethyl]-5',6'-dihydrospiro[pyrrolidine-3,4'-pyrrolo[1,2-b]pyrazole]-1-carboxamide